(S*)-6-(Cyclopropanecarboxamido)-N-(methyl-d3)-4-((1-methyl-4-oxo-5-(1,1,1-trifluoropropan-2-yl)-4,5-dihydro-1H-pyrrolo[3,2-c]pyridin-3-yl)amino)nicotinamide C1(CC1)C(=O)NC1=NC=C(C(=O)NC([2H])([2H])[2H])C(=C1)NC1=CN(C2=C1C(N(C=C2)[C@H](C(F)(F)F)C)=O)C |o1:29|